CCC=CCCCCC 3-Nonen